FC=1C=CC2=C(CC3(OCCO3)CC(N2)=O)C1 7-fluoro-1,5-dihydrospiro[1-benzazepine-4,2'-[1,3]dioxolane]-2(3H)-one